1-methyl-N-[(3-{4-[(1-methylpiperidin-4-yl)amino]-1-(2,2,2-trifluoroethyl)-1H-indol-2-yl}-1,2,4-oxadiazol-5-yl)methyl]-1H-pyrazole-4-carboxamide CN1N=CC(=C1)C(=O)NCC1=NC(=NO1)C=1N(C2=CC=CC(=C2C1)NC1CCN(CC1)C)CC(F)(F)F